COC1=CC=C(C=N1)C=1C=C2C=3N(C4=NN=C(N4C3C=NC2=CC1)C)C1=CC=C(C=C1)C(C)(C#C)C 4-(6-methoxypyridin-3-yl)-12-methyl-16-[4-(2-methylbut-3-yn-2-yl)phenyl]8,11,13,14,16-pentaazatetracyclo[8.6.0.02,7.011,15]Hexadec-1(10),2,4,6,8,12,14-heptaene